C(C)(C)(C)C=1C(=C(C=CC1)O)C(C)(C)C di-tertiary butylphenol